2-(tert-Butylamino)-1-(5-fluoropyridin-3-yl)ethan-1-ol hemi-tartrate C(=O)(O)C(O)C(O)C(=O)O.C(C)(C)(C)NCC(O)C=1C=NC=C(C1)F.C(C)(C)(C)NCC(O)C=1C=NC=C(C1)F